ferric orthophosphate, dihydrate O.O.P(=O)([O-])([O-])[O-].[Fe+3]